C(C)(C)(C)OCCNCCCN1CCCC1 N-(2-(t-butoxy)ethyl)-3-(pyrrolidinyl)propan-1-amine